2-[2-[[5-[[4-(Dimethylamino)-1-piperidinyl]sulfonyl]-6-methoxy-1,3-benzothiazol-2-yl]methylcarbamoyl]indan-2-yl]acetic acid CN(C1CCN(CC1)S(=O)(=O)C=1C(=CC2=C(N=C(S2)CNC(=O)C2(CC3=CC=CC=C3C2)CC(=O)O)C1)OC)C